tetrafluoro-3-pentanone FC(C(C(C)(F)F)=O)(C)F